C[C@]12CC3(CC(C[C@@](C1)(C3)C)C2)[C@H]2CN(CCC2)C(=O)C2=CC=C(C=C2)NC(=O)N (3S)-1-(4-(3-((1r,3R,5S,7S)-3,5-dimethyladamantan-1-yl)piperidine-1-carbonyl)phenyl)urea